2-fluoro-8-(1-isopropyl-1H-pyrazol-4-yl)-8-methyl-7,8-dihydro-6H-cyclopenta[e]pyrazolo[1,5-a]pyrimidine-6-carboxylic acid FC1=NN2C(N=CC3=C2C(CC3C(=O)O)(C)C=3C=NN(C3)C(C)C)=C1